2-(2-chloro-4-fluorophenyl)-N-(5-chloro-6-(2H-1,2,3-triazol-2-yl)pyridin-3-yl)-4-methylpyrimidine-5-carboxamide ClC1=C(C=CC(=C1)F)C1=NC=C(C(=N1)C)C(=O)NC=1C=NC(=C(C1)Cl)N1N=CC=N1